(S)-2-(3-fluoro-5-(2-hydroxypropan-2-yl)-2-methoxyphenyl)-2-((R)-3-(methyl(5-(5,6,7,8-tetrahydro-1,8-naphthyridin-2-yl)pentyl)amino)pyrrolidin-1-yl)acetic acid FC=1C(=C(C=C(C1)C(C)(C)O)[C@@H](C(=O)O)N1C[C@@H](CC1)N(CCCCCC1=NC=2NCCCC2C=C1)C)OC